C1(=CC=CC2=CC=CC=C12)C=1C=C(C2=C(OC3=C2C=CC=C3)C1)B(O)O (3-(naphthalen-1-yl)dibenzo[b,d]furan-1-yl)boronic acid